NC1=C(SC(=C1Cl)Cl)C(=O)NC(C)(C(=O)OCC)C ethyl N-[(3-amino-4,5-dichloro-2-thienyl) carbonyl]-2-methylalaninate